1-(4-(6-(pyridin-4-yl)-1H-benzo[d]imidazol-1-yl)piperidin-1-yl)ethan-1-one N1=CC=C(C=C1)C=1C=CC2=C(N(C=N2)C2CCN(CC2)C(C)=O)C1